OC1=C(C=C(C=C1)/C=C/C(=O)C=1C=C(C=CC1)NC(C(C)C)=O)OC N-{3-[(2E)-3-(4-hydroxy-3-methoxyphenyl)prop-2-enoyl]phenyl}-2-Methylpropanamide